gallium-indium-zinc-copper [Cu].[Zn].[In].[Ga]